1-phenylimidazo[1,2-a]quinolin-5-ol C1(=CC=CC=C1)C1=CN=C2N1C1=CC=CC=C1C(=C2)O